2,3,5-trichloroaniline ClC1=C(N)C=C(C=C1Cl)Cl